trans-2-Chloro-5-(2,2-dichloro-3-(3,5-dichlorophenyl)cyclopropane-1-carboxamido)-N-(4-(methylthio)phenyl)benzamide ClC1=C(C(=O)NC2=CC=C(C=C2)SC)C=C(C=C1)NC(=O)[C@@H]1C([C@H]1C1=CC(=CC(=C1)Cl)Cl)(Cl)Cl